N-[6-bromo-5-(trifluoromethyl)-3-pyridyl]-N-tert-butoxycarbonyl-carbamic acid tert-butyl ester C(C)(C)(C)OC(N(C(=O)OC(C)(C)C)C=1C=NC(=C(C1)C(F)(F)F)Br)=O